The molecule is a selenium oxoanion. It is a conjugate base of a selenic acid. It is a conjugate acid of a selenate. O[Se](=O)(=O)[O-]